1,4,7-triazacyclononane-1,4-diyl-diacetic acid di-tert-butyl ester C(C)(C)(C)OC(CN1CCN(CCNCC1)CC(=O)OC(C)(C)C)=O